O=C1NC(CCC1N1C(C2=CC=C(C=C2C1)NS(=O)(=O)C1=CC=C(C=C1)C)=O)=O N-(2-(2,6-dioxopiperidin-3-yl)-1-oxoisoindolin-5-yl)-4-methylbenzenesulfonamide